CC(COC1CNCCC1)C 3-(2-methylpropyloxy)piperidine